CC1=CC=C(C=C1)S(=O)(=O)N Para-methylbenzenesulfonamide